6-[5-[(1R)-1-(3,5-dichloro-4-pyridyl)ethoxy]-1H-indazol-3-yl]spiro[chromane-2,4'-piperidine] ClC=1C=NC=C(C1[C@@H](C)OC=1C=C2C(=NNC2=CC1)C=1C=C2CCC3(CCNCC3)OC2=CC1)Cl